7-ethoxy-2-[(1r,2r)-2-fluorocyclopropyl]-N-(6-methoxy-2-pyridinyl)imidazo[1,2-a]pyridine-6-carboxamide C(C)OC1=CC=2N(C=C1C(=O)NC1=NC(=CC=C1)OC)C=C(N2)[C@@H]2[C@@H](C2)F